FC=1C=C(C(=O)OC)C=CC1O methyl 3-fluoro-4-hydroxybenzoate